2,4,5,6-tetrachloro-m-phenylenediamine ClC1=C(C(=C(C(=C1N)Cl)Cl)Cl)N